(S)-N-[5-(2,4-difluorophenoxy)pyrazin-2-yl]-2-{4-[2-(hydroxymethyl)-[1,2,4]triazolo[1,5-a]pyridine-6-carbonyl]-3,3-dimethylpiperazin-1-yl}propanamide FC1=C(OC=2N=CC(=NC2)NC([C@H](C)N2CC(N(CC2)C(=O)C=2C=CC=3N(C2)N=C(N3)CO)(C)C)=O)C=CC(=C1)F